FC1=C(C=C(C=C1)[C@H](CO)NC(C=CC1=CC(=CC=C1)F)=O)N1CCOCC1 (R)-N-[1-(4-fluoro-3-morpholin-4-yl-phenyl)-2-hydroxy-ethyl]-3-(3-fluoro-phenyl)-acrylamide